(Chlorosulfonyl)phenyl isocyanate ClS(=O)(=O)C1=C(C=CC=C1)N=C=O